(R)-N-(1-(6,7-difluoro-4-oxo-3,4-dihydrophthalazin-1-yl)ethyl)-N-methylindolizine-2-carboxamide FC=1C=C2C(NN=C(C2=CC1F)[C@@H](C)N(C(=O)C=1C=C2C=CC=CN2C1)C)=O